N-acetoxy-p-aminophenol C(C)(=O)ONC1=CC=C(C=C1)O